N[C@H](C(=O)N[C@H](C(=O)NC=1C=CC(=C(CN(C(OCC2C3=CC=CC=C3C=3C=CC=CC23)=O)C)C1)CO)C)C(C)C (9H-fluoren-9-yl)methyl (5-((S)-2-((S)-2-amino-3-methylbutanamido)propanamido)-2-(hydroxymethyl)benzyl)(methyl)carbamate